(S)-6-(2,3-dihydrobenzo[b][1,4]dioxin-5-yl)-7-fluoro-2-(4-((6-oxo-5-(trifluoromethyl)-1,6-dihydropyridazin-4-yl)amino)pentyl)isoquinolin-1(2H)-one O1C2=C(OCC1)C(=CC=C2)C=2C=C1C=CN(C(C1=CC2F)=O)CCC[C@H](C)NC=2C=NNC(C2C(F)(F)F)=O